tert-butyl (4-(5-(2-methoxyphenyl)isoxazol-3-yl)phenyl)carbamate COC1=C(C=CC=C1)C1=CC(=NO1)C1=CC=C(C=C1)NC(OC(C)(C)C)=O